C(C)(C)(C)OC(N(C12C(=NNC1=O)CCC2)O)=O hydroxy-N-{3-oxo-2H,3H,3aH,4H,5H,6H-cyclopenta[c]pyrazol-3a-yl}carbamic acid tert-butyl ester